C(C)(C)(C)OC(=O)N1CCC(CC1)OC1=CC=C2C(=N1)C(=CN2C(=O)OC(C)(C)C)C(C)C tert-butyl 5-((1-(tert-butoxycarbonyl)piperidin-4-yl)oxy)-3-isopropyl-1H-pyrrolo[3,2-b]pyridine-1-carboxylate